CS(=O)(=O)C1=CC=C(C=C1)C(C1CCN(CC1)C(=O)C=1C=CC2=C(NC(CO2)=O)C1)C1=CC=CC=C1 6-[4-[(4-methylsulfonylphenyl)-phenyl-methyl]piperidine-1-carbonyl]-4H-1,4-benzoxazin-3-one